(S)-2-(tert-butoxy)-2-(7-(4-chlorophenyl)-2-(7-(1-(1-(methoxycarbonyl)azetidin-3-yl)piperidin-4-yl)-5-methyl-5H-pyrrolo[2,3-b]pyrazin-2-yl)-5-methylbenzo[d]thiazol-6-yl)acetic acid C(C)(C)(C)O[C@H](C(=O)O)C1=C(C2=C(N=C(S2)C=2N=C3C(=NC2)N(C=C3C3CCN(CC3)C3CN(C3)C(=O)OC)C)C=C1C)C1=CC=C(C=C1)Cl